(2-(chloromethyl)-1H-imidazol-1-yl)pentanoic acid methyl ester COC(C(CCC)N1C(=NC=C1)CCl)=O